ClC1=C(OCC(=O)[O-])C=CC(=C1)Cl.[Sm+3].ClC1=C(OCC(=O)[O-])C=CC(=C1)Cl.ClC1=C(OCC(=O)[O-])C=CC(=C1)Cl samarium 2,4-dichlorophenoxyacetate